N-(1-(3-chlorophenyl)-2-hydroxy-ethyl)-1-(5-methyl-2-(piperidin-4-ylamino)pyrimidin-4-yl)-1H-imidazole-4-carboxamide ClC=1C=C(C=CC1)C(CO)NC(=O)C=1N=CN(C1)C1=NC(=NC=C1C)NC1CCNCC1